CC([C@@H](C(=O)N1[C@@H](C[C@H](C1)O)C(=O)N[C@@H](C)C1=CC=C(C=C1)C1=C(N=CS1)C)NC(CCCCCCCCCC=O)=O)(C)C (2S,4R)-1-((S)-3,3-dimethyl-2-(11-oxoundecanamido)butanoyl)-4-hydroxy-N-((S)-1-(4-(4-methylthiazol-5-yl)phenyl)ethyl)pyrrolidine-2-carboxamide